C(#N)[C@H]1N(CSC1)C(CNC(=O)C1=CC=NC2=CC=C(C=C12)CO[C@H]1COCC1)=O |&1:24| N-(2-((R)-4-Cyanothiazolidin-3-yl)-2-oxoethyl)-6-((((RS)-tetrahydrofuran-3-yl)oxy)-methyl)quinoline-4-carboxamide